ClC1=CC2=C(C3=C(CN=C2C2=C(C=CC=C2F)F)C=NC=N3)C=C1 9-chloro-7-(2,6-difluorophenyl)-5H-pyrimido[5,4-d][2]benzazepin